C(C)(C)(C)OC1=CC=C(C=C1)C[C@@H](C(=O)OC)NC(C#C)=O Methyl (S)-3-(4-(tert-butoxy)phenyl)-2-propiolamidopropanoate